2,4-difluoro-N-methylbenzamide FC1=C(C(=O)NC)C=CC(=C1)F